nickel-iron-tantalum [Ta].[Fe].[Ni]